FC(C1=C(C=CC2=C1S(C(C2O)(F)F)=O)OC=2C=C(C#N)C=C(C2)F)F 3-((7-(difluoromethyl)-2,2-difluoro-3-hydroxy-1-oxido-2,3-dihydrobenzo[b]thiophen-6-yl)oxy)-5-fluorobenzonitrile